N-((6S,7S)-6-((2-fluoro-[1,1'-biphenyl]-3-yl)methyl)-5-((R)-2-oxooxazolidine-4-carbonyl)-5-azaspiro[2.4]heptan-7-yl)methanesulfonamide FC1=C(C=CC=C1C[C@@H]1N(CC2(CC2)[C@@H]1NS(=O)(=O)C)C(=O)[C@@H]1NC(OC1)=O)C1=CC=CC=C1